2,2,4-trimethylpentylperoxy-2-ethyl hexanoate C(CCCCC)(=O)OC(C)OOCC(CC(C)C)(C)C